elaidate C(CCCCCCC\C=C\CCCCCCCC)(=O)[O-]